CP(C1=CC(=C(C=C1)NCC#C)C1=CC=NN1)(C)=O Dimethyl-(4-(prop-2-yn-1-ylamino)-3-(1H-pyrazol-5-yl)phenyl)phosphine oxide